2-[(6-Bromo-2-ethyl-8-fluoro-imidazo[1,2-a]pyridin-3-yl)-methyl-amino]-4-(4-fluoro-phenyl)-thiazole-5-carbonitrile BrC=1C=C(C=2N(C1)C(=C(N2)CC)N(C=2SC(=C(N2)C2=CC=C(C=C2)F)C#N)C)F